FC1=C(C=CC2=CC=C(C=C2)C2=CC(=NO2)C2=CC(=C(C=C2)Cl)Cl)C=CC(=C1)F 5-(4-(2,4-difluorostyryl)phenyl)-3-(3,4-dichlorophenyl)-isoxazole